CN(C)C=NC(C(F)F)=O N-((dimethylamino)methylene)-2,2-difluoroacetamide